C(C1=CC=CC=C1)OC=1C=C(C=CC1)N1C=CN=C2C(N=C(N=C12)N)=O 8-(3-(benzyloxy)phenyl)pterin